BrC1=CC(=C2C(N(C(C2=C1)=O)C1C(NC(CC1)=O)=O)=O)OCC(=O)OC(C)(C)C tert-butyl 2-[6-bromo-2-(2,6-dioxo-3-piperidyl)-1,3-dioxo-isoindolin-4-yl]oxyacetate